FC1=C2C=CC=NC2=CC(=C1OC)OC 5-fluoro-6,7-dimethoxyquinoline